5-(1-hydroxyethyl)picolinic acid methyl ester COC(C1=NC=C(C=C1)C(C)O)=O